ClC1=C(C=C2C(=NC=NC2=C1)N1CCN(CC1)C(C=C)=O)C1=C(C=C(C=C1)Cl)O 1-(4-(7-chloro-6-(4-chloro-2-hydroxyphenyl)quinazolin-4-yl)piperazin-1-yl)prop-2-en-1-one